FC1(C[C@H]2CC(C[C@H]2C1)C(=O)NC=1C=C(C(=NC1)C)NC(=O)C=1C=C2C(=NC1)NC(=C2)C=2C=NN(C2)C)F N-(5-((2r,3aR,6aS)-5,5-difluorooctahydropentalene-2-carboxamido)-2-methylpyridin-3-yl)-2-(1-methyl-1H-pyrazol-4-yl)-1H-pyrrolo[2,3-b]pyridine-5-carboxamide